N-(1-Benzothiophen-2-yl)-1-methylcyclohexan-1-carboxamid S1C(=CC2=C1C=CC=C2)NC(=O)C2(CCCCC2)C